2-{3-[(4-methanesulfonyl-2-methoxyphenyl)amino]prop-1-yn-1-yl}-N-[1-(1-methyl-piperidin-4-yl)piperidin-4-yl]-1-(2,2,2-trifluoroethyl)-1H-indol-4-amine CS(=O)(=O)C1=CC(=C(C=C1)NCC#CC=1N(C=2C=CC=C(C2C1)NC1CCN(CC1)C1CCN(CC1)C)CC(F)(F)F)OC